O1C(=CC=C1)C=NO cis-furaldehyde oxime